2-(PIPERIDIN-1-YL)ACETALDEHYDE N1(CCCCC1)CC=O